N-(3-(5-fluoropyrimidin-2-yl)-4-methylphenyl)-3-(pyridin-2-yl)-3-azabicyclo[4.1.0]heptane-4-carboxamide FC=1C=NC(=NC1)C=1C=C(C=CC1C)NC(=O)C1N(CC2CC2C1)C1=NC=CC=C1